N[C@@H](CC(=O)OCC)C=1SC=C(C1)C1=CC(=CC=C1)Cl ethyl (S)-3-amino-3-(4-(3-chlorophenyl)thiophen-2-yl)propanoate